CCNS(=O)(=O)C N-2-ethyl-methanesulfonamide